(2R,3R,4R,5R)-2-(4-aminopyrrolo[2,1-f][1,2,4]triazin-7-yl)-2-cyano-5-(((isopropoxycarbonyl)oxy)methyl)tetrahydrofuran-3,4-diyl bis(pent-4-enoate) C(CCC=C)(=O)O[C@H]1[C@](O[C@@H]([C@H]1OC(CCC=C)=O)COC(=O)OC(C)C)(C#N)C1=CC=C2C(=NC=NN21)N